(S)-1-(4-(difluoromethoxy)-2-fluorophenyl)-2,2-difluoro-N-methylethan-1-amine hydrochloride Cl.FC(OC1=CC(=C(C=C1)[C@@H](C(F)F)NC)F)F